C(C)(=O)[C@@]([C@]([C@@]([C@](C(=O)S)(O)C(C)=O)(O)C(C)=O)(O)C(C)=O)(O)CO tetraacetyl-mercaptoglucose